(3R)-3-fluoro-N-{4-fluoro-3-[5-(3-fluoropyridin-2-yl)-2H-pyrazolo[3,4-b]pyridin-2-yl]phenyl}pyrrolidine-1-carboxamide F[C@H]1CN(CC1)C(=O)NC1=CC(=C(C=C1)F)N1N=C2N=CC(=CC2=C1)C1=NC=CC=C1F